(S)-1-[6-methyl-4-(trifluoromethyl)pyridin-2-yl]-5-(morpholine-4-carbonyl)pyrrolidin-2-one CC1=CC(=CC(=N1)N1C(CC[C@H]1C(=O)N1CCOCC1)=O)C(F)(F)F